C(C)(C)(C)C1=CC=C(C=C1)C=1C=2N(C=C(N1)C(=O)N(C)OC)C=CN2 8-(4-(tert-butyl)phenyl)-N-methoxy-N-methylimidazo[1,2-a]pyrazine-6-carboxamide